BrC1=C(C2=C(N(C(OC2)=O)C)C=C1)F 6-bromo-5-fluoro-1-methyl-1,4-dihydro-2H-benzo[d][1,3]oxazin-2-one